S(=O)(=O)(O)C1=C(C=CC2=CC=C(C=C2)C2=CC=C(C=C2)C=CC2=C(C=CC=C2)S(=O)(=O)O)C=CC=C1 4,4'-bis(2-sulfostyryl)-1,1'-biphenyl